(2R)-2-(3-{5-Chloro-2-[(1-methyl-1H-1,2,3-triazol-4-yl)amino]pyrimidin-4-yl}-5-oxo-5H,6H,7H-pyrrolo[3,4-b]pyridin-6-yl)-N-[(1S)-1-(3-fluoro-5-methoxyphenyl)-2-hydroxyethyl]propanamid ClC=1C(=NC(=NC1)NC=1N=NN(C1)C)C=1C=C2C(=NC1)CN(C2=O)[C@@H](C(=O)N[C@H](CO)C2=CC(=CC(=C2)OC)F)C